(2-[2-({3-[(tert-butyldiphenylsilyl)oxy]-4,5-dimethoxyphenyl}methoxy)ethoxy]ethyl)(methyl)amine [Si](C1=CC=CC=C1)(C1=CC=CC=C1)(C(C)(C)C)OC=1C=C(C=C(C1OC)OC)COCCOCCNC